C1(CC1)C(=O)N1CCN(CC1)C(CCN([C@@H]1C(CC=2C1=NNC(C2C(F)(F)F)=O)(C)C)C)=O |r| rac-7-((3-(4-(cyclopropanecarbonyl)piperazin-1-yl)-3-oxopropyl)(methyl)amino)-6,6-dimethyl-4-(trifluoromethyl)-2,5,6,7-tetrahydro-3H-cyclopenta[c]pyridazin-3-one